CC1(C(CCCC1)C1=NC(=NC(=C1)OCCC(C)(C)O)NS(=O)(=O)C=1C=NN(C1)C)C N-[4-(2,2-dimethylcyclohexyl)-6-(3-hydroxy-3-methyl-butoxy)pyrimidin-2-yl]-1-methyl-pyrazole-4-sulfonamide